8-(4-Chloro-2-(cyanomethyl)phenyl)-9-(4-((1-(3-fluoropropyl)azetidin-3-yl)methyl)phenyl)-6,7-dihydro-5H-benzo[7]annulen ClC1=CC(=C(C=C1)C=1CCCC2=C(C1C1=CC=C(C=C1)CC1CN(C1)CCCF)C=CC=C2)CC#N